N-(2-((1r,3r,5r,7r)-adamantan-2-ylamino)ethyl)-5-(4-chloro-phenyl)-1-(3,5-dichlorophenyl)-4-methyl-1H-pyrrole-3-carboxamide C12C(C3CC(CC(C1)C3)C2)NCCNC(=O)C2=CN(C(=C2C)C2=CC=C(C=C2)Cl)C2=CC(=CC(=C2)Cl)Cl